N,N'-di-[3-(mesitylensulfonyloxy)phenyl]urea C1(=C(C(=CC(=C1)C)C)S(=O)(=O)OC=1C=C(C=CC1)NC(=O)NC1=CC(=CC=C1)OS(=O)(=O)C1=C(C=C(C=C1C)C)C)C